O=C1N(C(C=C1)=O)CCCCCN(C(=O)C1(CCC1)C(=O)N)[C@H](C(=O)NC1=CC=C(C=C1)CO)CCCNC(=O)N (S)-N-(5-(2,5-dioxo-2,5-dihydro-1H-pyrrol-1-yl)pentyl)-N-(1-(4-(hydroxymethyl)phenylamino)-1-oxo-5-ureidopentan-2-yl)cyclobutane-1,1-dicarboxamide